CSC1=NN=CO1 5-(methylthio)-1,3,4-oxadiazole